COC=1C=C(C=CC1OC)C=1N=C2N(C(C1)=O)C=C(C=C2)OC2CCN(CC2)C 2-(3,4-Dimethoxyphenyl)-7-[(1-methylpiperidin-4-yl)oxy]-4H-pyrido[1,2-a]pyrimidin-4-one